SCCCC(=O)OCCCCOC(CCCS)=O butylene glycol bis(4-mercaptobutyrate)